3-(5-(1-cyclopropyl-4-(pyrrolidin-1-ylmethyl)-1H-pyrrolo[2,3-b]pyridin-6-yl)-1-oxoisoindolin-2-yl)piperidine-2,6-dione methyl-(2-(5-methylcyclohexa-1,4-dien-1-yl)ethyl)carbamate CN(C(O)=O)CCC1=CCC=C(C1)C.C1(CC1)N1C=CC=2C1=NC(=CC2CN2CCCC2)C=2C=C1CN(C(C1=CC2)=O)C2C(NC(CC2)=O)=O